NC=1C(=NN(C1C(=O)OCC)C1=CC=C(C=C1)CN)C1CCC2(OCCO2)CC1 ethyl 4-amino-1-(4-(aminomethyl)phenyl)-3-(1,4-dioxaspiro[4.5]decan-8-yl)-1H-pyrazole-5-carboxylate